N-((trans)-4-(3,3-difluoroazetidin-1-yl)cyclohexyl)-2-(1H-imidazol-1-yl)-6,7-dihydro-5H-cyclopenta[d]pyrimidine-4-carboxamide FC1(CN(C1)[C@@H]1CC[C@H](CC1)NC(=O)C=1C2=C(N=C(N1)N1C=NC=C1)CCC2)F